ethyl-4-octanone C(C)CCCC(CCCC)=O